2-(6-(3-Ethylphenyl)benzo[d]oxazol-2-yl)pyrrolidine-1-carbonitrile C(C)C=1C=C(C=CC1)C1=CC2=C(N=C(O2)C2N(CCC2)C#N)C=C1